C(C)OC(=O)C1(CN(CC12CNC2)C(=O)C2=CN=CS2)F.C(C=C)(=O)OCCCC[Si](OC)(OC)C acryloyl-oxybutyl-methyl-dimethoxysilane ethyl-8-fluoro-6-(thiazole-5-carbonyl)-2,6-diazaspiro[3.4]octane-8-carboxylate